C1(=CC=CC=2C3=CC=CC=C3NC12)C1(CC(=CC=C1)C1=CC=CC=C1)C1=CC=CC=2C3=CC=CC=C3NC12 3,3-bis(carbazolyl)biphenyl